(R)-N-(5-((4-amino-1-ethyl-1H-pyrazolo[3,4-d]pyrimidin-3-yl)ethynyl)-2-fluoro-4-methylphenyl)-3-(3-fluorophenyl)isoxazolidin-2-carboxamide NC1=C2C(=NC=N1)N(N=C2C#CC=2C(=CC(=C(C2)NC(=O)N2OCC[C@@H]2C2=CC(=CC=C2)F)F)C)CC